C(C)C=1OC(=CC1NC(=O)NS(N(CC1OCCC1)C=1C=NN(C1)C)(=O)=O)CC 1-(2,5-Diethylfuran-3-yl)-3-[(1-methyl-1H-pyrazol-4-yl)[(oxolan-2-yl)methyl]-sulfamoyl]urea